(R)-Penicillamine N[C@@H](C(C)(C)S)C(=O)O